N-(3-methoxybenzyl)-4-((3-methoxybenzyloxy)methyl)thiazol-2-amine COC=1C=C(CNC=2SC=C(N2)COCC2=CC(=CC=C2)OC)C=CC1